5-(3-(aminomethyl)-4-fluorophenyl)-N-(2,3-dihydro-1H-inden-2-yl)pyrimidin-2-amine NCC=1C=C(C=CC1F)C=1C=NC(=NC1)NC1CC2=CC=CC=C2C1